N-(2-methoxyethyl)-3-(trifluoromethyl)-1,2,4-thiadiazol-5-amine COCCNC1=NC(=NS1)C(F)(F)F